(S)-4-(5-chloro-2-((1-methyl-1H-pyrazol-4-yl)amino)pyrimidin-4-yl)-N-(1-cyanopropyl)benzamide ClC=1C(=NC(=NC1)NC=1C=NN(C1)C)C1=CC=C(C(=O)N[C@@H](CC)C#N)C=C1